methyl (S)-7-methyl-3-(2-oxo-2-((2-(2-oxoimidazolidin-1-yl)ethyl)amino)ethyl)-2-(2-(2-oxopyridin-1(2H)-yl)ethyl)-3,7,8,9-tetrahydro-6H-imidazo[4,5-f]quinoline-6-carboxylate C[C@@H]1N(C2=CC=C3C(=C2CC1)N=C(N3CC(NCCN3C(NCC3)=O)=O)CCN3C(C=CC=C3)=O)C(=O)OC